O(CC(CO)(CBr)CBr)CC(CO)(CBr)CBr 3,3'-Oxybis[2,2-bis(bromomethyl)-1-propanol]